(4-(3-(piperazin-1-yl)propoxy)piperidin-1-yl)methanone N1(CCNCC1)CCCOC1CCN(CC1)C=O